N-(4-cyclohexylphenyl)-2-(3,6-dihydro-2H-pyran-4-yl)pyrido[2,3-d]pyrimidin-4-amine C1(CCCCC1)C1=CC=C(C=C1)NC=1C2=C(N=C(N1)C=1CCOCC1)N=CC=C2